(E)-4-hydroxy-3-methyl-but-2-enylpyrophosphate OC/C(=C/COP([O-])(=O)OP(=O)([O-])[O-])/C